NC=1N=CC(=NC1OC(C)C1=C(C(=CC=C1F)F)Cl)C1=CC=C(C=C1)NS(=O)(=O)CCN(CC)CC 2-diethylamino-ethanesulfonic acid (4-{5-amino-6-[1-(2-chloro-3,6-difluoro-phenyl)-ethoxy]-pyrazin-2-yl}-phenyl)-amide